CC(CN1C=C(C2=CC=C(C=C12)C#N)C(=O)NC=1C=C(C(=O)O)C=CC1)=C 3-[1-(2-methylallyl)-6-cyano-1H-indole-3-carboxamido]benzoic acid